[1,3]dioxol-5-yl isopropyl carbonate C(OC1=COCO1)(OC(C)C)=O